ClC=1C=C(C=CC1F)NC1=NC=NC2=CC(=C(C=C12)OC1CCN(CC1)C(=O)N1CCCCC1)OC 4-[(3-chloro-4-fluorophenyl)amino]-6-{1-[(piperidin-1-yl)carbonyl]-piperidin-4-yloxy}-7-methoxy-quinazoline